4-amino-N-(4-aminophenyl)-N-(tert-butoxycarbonyl)benzamide NC1=CC=C(C(=O)N(C(=O)OC(C)(C)C)C2=CC=C(C=C2)N)C=C1